CS(=O)(=O)NCCNC(=O)C=1C=CC=2N(C1)N=CC2C2=NC(=CC=C2)C2CNCCC2 N-(2-(methylsulfonamido)ethyl)-3-(6-(piperidin-3-yl)pyridin-2-yl)pyrazolo[1,5-a]pyridine-6-carboxamide